NCCCNCCCNC(C1=C(C=C(C=C1)NC=1C=2N(C=CN1)C(=CN2)C2=C(C(=C(C=C2)OC)F)F)CC)=O N-[3-(3-aminopropyl-amino)propyl]-4-[[3-(2,3-difluoro-4-methoxyphenyl)imidazo[1,2-a]pyrazin-8-yl]amino]-2-ethyl-benzamide